FCCCN1C[C@H](CC1)OC=1C=CC(=NC1)C=O (S)-5-((1-(3-fluoropropyl)pyrrolidin-3-yl)oxy)pyridinecarbaldehyde